OC1=CC(=CC(=C1C1=CC(=CC=C1)C)OCN(C(OCCOCCOCCOCCOC)=O)C)CCCCC 2,5,8,11-tetraoxatridecan-13-yl (((6-hydroxy-3'-methyl-4-pentyl-[1,1'-biphenyl]-2-yl)oxy)methyl)(methyl)carbamate